1'-(tert-butoxycarbonyl)-5-(hydroxymethyl)-3H-spiro[benzo[b][1,4]dioxine-2,4'-piperidine]-6-carboxylic acid C(C)(C)(C)OC(=O)N1CCC2(CC1)COC1=C(O2)C=CC(=C1CO)C(=O)O